Cl.NC1CCC(CC1)C(=O)N(C)[C@@H](C(F)(F)F)C1=CC=C(C=C1)NC=1C=NC2=CC=CN=C2C1C1CC1 (1r,4S)-4-amino-N-((S)-1-(4-((4-cyclopropyl-1,5-naphthyridin-3-yl)amino)phenyl)-2,2,2-trifluoroethyl)-N-methylcyclohexane-1-carboxamide hydrochloride